[4-(2,4-dichlorophenyl)-5-[4-[(3S)-1-(3-fluoropropyl) pyrrolidin-3-yl] oxyphenyl]-2,3-dihydro-1-benzothiepin-8-yl] trifluoromethanesulfonate FC(S(=O)(=O)OC1=CC2=C(C(=C(CCS2)C2=C(C=C(C=C2)Cl)Cl)C2=CC=C(C=C2)O[C@@H]2CN(CC2)CCCF)C=C1)(F)F